tert-butyl (2-methyl-1-oxo-1-(2-(thiophene-2-carbonyl)hydrazino)propan-2-yl)carbamate CC(C(NNC(=O)C=1SC=CC1)=O)(C)NC(OC(C)(C)C)=O